3-(7-((6'-methyl-2,3,5,6,6',7'-hexahydrospiro[pyran-4,5'-pyrrolo[3,4-b]pyridin]-2'-yl)amino)-1-oxoisoindolin-4-yl)imidazo[1,2-a]pyridine-7-carbonitrile CN1CC2=NC(=CC=C2C12CCOCC2)NC=2C=CC(=C1CNC(C21)=O)C2=CN=C1N2C=CC(=C1)C#N